3-(4-(((2S,4R)-2-methyl-1-propionyl-1,2,3,4-tetrahydroquinolin-4-yl)amino)phenyl)propanamide C[C@@H]1N(C2=CC=CC=C2[C@@H](C1)NC1=CC=C(C=C1)CCC(=O)N)C(CC)=O